(l)-3-(2-(4-Methoxybenzoyl)-1,2,3,4-tetrahydroisoquinolin-5-yl)-3-(3-fluoro-4-methoxyphenyl)propionic acid methyl ester COC(CC(C1=CC(=C(C=C1)OC)F)C1=C2CCN(CC2=CC=C1)C(C1=CC=C(C=C1)OC)=O)=O